C(C)N1C(=NC=C1)S(=O)(=O)NC=1C=CC=C2C(=CC=NC12)C 1-ethyl-N-(4-methylquinolin-8-yl)-1H-imidazole-2-sulfonamide